2-[4-(dihydroxyphosphoryl)-2-oxa-butyl]-acrylic acid ethyl ester C(C)OC(C(=C)COCCP(=O)(O)O)=O